ClC(C1=CC=C(C=C1)OC)(C1=CC=CC=C1)C1=CC=C(C=C1)OC 1-[chloro(4-methoxyphenyl)phenyl-methyl]-4-methoxybenzene